C(#N)C=1C(=CC(=C2C=NN(C12)CC1=CC=C(C=C1)OC)C1=CCCC1)OS(=O)(=O)C(F)(F)F trifluoromethanesulfonic acid 7-cyano-4-(cyclopent-1-en-1-yl)-1-[(4-methoxyphenyl) methyl]-1H-indazol-6-yl ester